C[Si](O[C@@H]1[C@H](O[Si](C)(C)C)[C@@H](O[Si](C)(C)C)[C@H](O[Si](C)(C)C)[C@H](O1)CO[Si](C)(C)C)(C)C 1,2,3,4,6-pentakis-O-(trimethylsilyl)-alpha-D-glucopyranose